C1(=CC=CC=2C(=CC=CC12)C(=O)O)C(=O)O naphthalene-1,5-dicarboxylic acid